Cl.Cl.ClC=1C=C(C=C(C1)Cl)N1[C@@H](CNCC1)C (2R)-1-(3,5-Dichlorophenyl)-2-methyl-piperazine dihydrochloride